FC(C(F)(F)F)([C@]1(CN(CC1)C(C)(C)C=1C=NC(=CC1)C)CCC=1SC(=CC1)F)NC(OC(C)C)=O |o1:6| isopropyl (1,2,2,2-tetrafluoro-1-((R or S)-3-(2-(5-fluorothiophen-2-yl)ethyl)-1-(2-(6-methylpyridin-3-yl)propan-2-yl)pyrrolidin-3-yl)ethyl)carbamate